(3R)-3-(4-Chlorophenyl)-2-[(5-chloropyridin-2-yl)methyl]-6-[1-(cyclopropylamino)-2-hydroxypropan-2-yl]-3-methoxy-2,3-dihydro-1H-isoindol-1-on ClC1=CC=C(C=C1)[C@@]1(N(C(C2=CC(=CC=C12)C(CNC1CC1)(C)O)=O)CC1=NC=C(C=C1)Cl)OC